4-(4-((4-(tert-butyl)phenyl)amino)cyclohexyl)butanoic acid C(C)(C)(C)C1=CC=C(C=C1)NC1CCC(CC1)CCCC(=O)O